C(C=C)(=O)OC1C2C3CCCC3C(C1)C2 tricyclo[5.2.1.02,6]dec-8-yl acrylate